C(C)N(C=1C=CC(=C(C1)O)\C=C\C1=C(C(=NO1)C)[N+](=O)[O-])CC (E)-5-diethylamino-2-(2-(3-methyl-4-nitroisoxazole-5-yl)vinyl)phenol